4-((3-methylpiperidin-1-yl)methyl)benzindol-2(1H)-one CC1CN(CCC1)CC1=C2CC(NC2=C2C(=C1)C=CC=C2)=O